NC1=NC=CC=2N1C(=NC2C2CN(CCC2)C(C=C)=O)C2=NC=C(C=C2)OC2=NC=CC(=C2)OC 1-(3-(5-amino-3-(5-((4-methoxypyridin-2-yl)oxy)pyridin-2-yl)imidazo[1,5-c]pyrimidin-1-yl)piperidin-1-yl)prop-2-en-1-one